N1=C(C=CC=C1)SSCCC(=O)O 3-(2-pyridyldithio)propanic acid